ClC=1C(=CC(=NC1)NC(=O)C1CCN(CC1)CC=1C=C2C(N(C(C2=CC1F)=O)C1C(NC(CC1)=O)=O)=O)C1=C2N(N=C1)CC(C2)(C)C N-(5-chloro-4-(5,5-dimethyl-5,6-dihydro-4H-pyrrolo[1,2-b]pyrazol-3-yl)pyridin-2-yl)-1-((2-(2,6-dioxopiperidin-3-yl)-6-fluoro-1,3-dioxoisoindoline-5-yl)methyl)piperidine-4-Formamide